4-Bromo-2-[[4-[1-methyl-4-(4-pyridyl)pyrazol-3-yl]phenoxy]methyl]quinoline BrC1=CC(=NC2=CC=CC=C12)COC1=CC=C(C=C1)C1=NN(C=C1C1=CC=NC=C1)C